C1(=CC=CC=C1)NN Phenylhydrazine